1-(4-phenylsulfanylphenyl)-3-cyclohexylpropane-1-one-imine C1(=CC=CC=C1)SC1=CC=C(C=C1)C(C(CC1CCCCC1)=N)=O